BrN1C(C(=CC=C1)Cl)C(C)[NH-] N-[1-(N-bromo-3-chloro-pyridin-2-yl)ethyl]-amide